C(C)(C)C=1C(=NNC1C=1C=C(C=2N(C1)N=CN2)C)C=2C=C1CCC(CC1=CC2)N(C2CCOCC2)C N-(6-(4-isopropyl-5-(8-methyl-[1,2,4]triazolo[1,5-a]pyridin-6-yl)-1H-pyrazol-3-yl)-1,2,3,4-tetrahydronaphthalen-2-yl)-N-methyltetrahydro-2H-pyran-4-amine